behenyl beta-(3,5-di-tert-butyl-4-hydroxyphenyl)propionate C(C)(C)(C)C=1C=C(C=C(C1O)C(C)(C)C)CCC(=O)OCCCCCCCCCCCCCCCCCCCCCC